3-(2,5-dichlorothien-3-yl)propionic acid ClC=1SC(=CC1CCC(=O)O)Cl